NC1=C(C(=C(S1)Cl)C1CN(CC1)C1=NC(=NC(=C1C#N)N1C[C@H]2CC[C@@H](C1)N2)OCC2(CC2)CN2CCOCC2)C#N 4-[3-(5-amino-2-chloro-4-cyano-3-thienyl)pyrrolidin-1-yl]-2-[[1-(morpholinomethyl)cyclopropyl]methoxy]-6-[(1R,5S)-3,8-diazabicyclo[3.2.1]octan-3-yl]pyrimidine-5-carbonitrile